2,4,6-triiodo-isophthaloyl chloride IC1=C(C(=O)Cl)C(=CC(=C1C(=O)Cl)I)I